C([CH2])C1=C(C=C(C=C1F)F)F 2-(2λ3-ethyl)-1,3,5-trifluorobenzene